(2S,5R)-7-oxo-2-(N-(2-(piperidin-3-yl) acetyl) carbamimidoyl)-1,6-diazabicyclo[3.2.1]octan-6-yl hydrogen sulfate S(=O)(=O)(ON1[C@@H]2CC[C@H](N(C1=O)C2)C(NC(CC2CNCCC2)=O)=N)O